4-bromo-6-tert-butyl-2-isopropyl-5-methoxyindan-1-one BrC1=C2CC(C(C2=CC(=C1OC)C(C)(C)C)=O)C(C)C